N'-hydroxy-5-((1-(4-(trifluoromethyl)phenyl)-1H-pyrazol-3-yl)amino)pyrazine-2-carboxamidine ON=C(N)C1=NC=C(N=C1)NC1=NN(C=C1)C1=CC=C(C=C1)C(F)(F)F